NC=1N=NC(=CC1C1=CC=C(C=C1)C=1CCN(CC1)CC(=O)OC(C)(C)C)Cl tert-butyl 2-(4-(4-(3-amino-6-chloropyridazin-4-yl)phenyl)-3,6-dihydropyridin-1(2H)-yl)acetate